C1(=CC=CC=C1)C=1C=C(C=2N(C1)C=C(N2)C2=C(C=CC=C2)O)C2=CC=CC=C2 2-(6,8-diphenylimidazo[1,2-a]pyridin-2-yl)phenol